BrC1=CC=C(C(=N1)[C@]1(N=C(O[C@@H](C1)C(F)(F)F)NC(OC(C)(C)C)=O)C)F tert-butyl (4S,6S)-4-(6-bromo-3-fluoropyridin-2-yl)-4-methyl-6-(trifluoromethyl)-5,6-dihydro-4H-1,3-oxazin-2-ylcarbamate